C(C)(C)(C)OC(=O)N1C[C@@H](N(CC1)C1=NC(=NC2=C(C(=C(C=C12)Cl)C1=NC(=CC(=C1)C)N(CC1=CC=C(C=C1)OC)CC1=CC=C(C=C1)OC)F)F)C (3S)-4-(7-(6-(bis(4-methoxybenzyl)amino)-4-methylpyridin-2-yl)-6-chloro-2,8-difluoroquinazolin-4-yl)-3-methylpiperazine-1-carboxylic acid tert-butyl ester